(S)-4-(6-bromo-2,7-dichloroquinazolin-4-yl)-2-(cyanomethyl)piperazine-1-carboxylic acid tert-butyl ester C(C)(C)(C)OC(=O)N1[C@H](CN(CC1)C1=NC(=NC2=CC(=C(C=C12)Br)Cl)Cl)CC#N